2-(4-cyclopropyl-6-methoxypyrimidin-5-yl)-4-(4-(5,6,7,8-tetrahydroimidazo[1,5-a]pyrazin-3-yl)benzyl)oxazolo[5,4-c]pyridine C1(CC1)C1=NC=NC(=C1C=1OC=2C(=NC=CC2N1)CC1=CC=C(C=C1)C1=NC=C2N1CCNC2)OC